BrC=1C=CC2=C(N=C(S2)NC(OC(C)(C)C)=O)C1 tert-butyl (5-bromobenzo[d]thiazol-2-yl)carbamate